2-fluoro-4,4'-bis(trans-4-propylcyclohexyl)biphenyl Methyl-3-(4-(benzofuran-3-yl)thiophen-2-yl)-3-oxopropanoate COC(CC(=O)C=1SC=C(C1)C1=COC2=C1C=CC=C2)=O.FC2=C(C=CC(=C2)[C@@H]2CC[C@H](CC2)CCC)C2=CC=C(C=C2)[C@@H]2CC[C@H](CC2)CCC